3-((4-([1,1'-biphenyl]-3-yl)-5-chloropyrimidin-2-yl)amino)-4-methylbenzamide C1(=CC(=CC=C1)C1=NC(=NC=C1Cl)NC=1C=C(C(=O)N)C=CC1C)C1=CC=CC=C1